ClC1=NC(=CC(=C1)C=1C(=NN2C1N=C(C=C2)NCC2(CN(C2)C(=O)OC(C)(C)C)O)C2=CC(=CC=C2)C#N)C tert-butyl 3-[[[3-(2-chloro-6-methyl-4-pyridinyl)-2-(3-cyanophenyl) pyrazolo[1,5-a]pyrimidin-5-yl] amino] methyl]-3-hydroxy-azetidine-1-carboxylate